sodium octylaniline C(CCCCCCC)NC1=CC=CC=C1.[Na]